BrCC1=CC(=C2N=C(C(NC2=C1F)=O)C)C1CC1 7-(bromomethyl)-5-cyclopropyl-8-fluoro-3-methyl-1,2-dihydroquinoxalin-2-one